N-([2,4'-bipyridyl]-4-yl)-2-chloro-5-cyanobenzamide N1=C(C=C(C=C1)NC(C1=C(C=CC(=C1)C#N)Cl)=O)C1=CC=NC=C1